BrC=1C(=CC(=C(C1)C1=CC(=NC=C1C(=O)O)C)OC)S(=O)C 4-(5-bromo-2-methoxy-4-(methylsulfinyl)phenyl)-6-methylnicotinic Acid